1-(4-bromophenyl)-2-methylpropan-2-ol BrC1=CC=C(C=C1)CC(C)(O)C